C(=O)(O)CN1CCN(CCN(CCN(CC1)CC(=O)O)CC(=O)O)C(C(=O)O)C 2-[4,7,10-tris(carboxymethyl)-1,4,7,10-tetra-azacyclododecan-1-yl]propanoic acid